4-propyl-2,6-di-tert-butylphenol C(CC)C1=CC(=C(C(=C1)C(C)(C)C)O)C(C)(C)C